6-chloro-N-(2-fluoro-3-methyl-4-((2-methylbenzo[d]thiazol-5-yl)oxy)phenyl)pyrido[3,2-d]pyrimidin-4-amine ClC=1C=CC=2N=CN=C(C2N1)NC1=C(C(=C(C=C1)OC=1C=CC2=C(N=C(S2)C)C1)C)F